4-(2-amino-2-methylpropionyl)-N-(1-(2-(4-aminocyclohexyl)-1,2,3,4-tetrahydroisoquinolin-6-yl)-2-oxo-1,2-dihydropyrimidin-4-yl)piperazine-1-carboxamide hydrochloride Cl.NC(C(=O)N1CCN(CC1)C(=O)NC1=NC(N(C=C1)C=1C=C2CCN(CC2=CC1)C1CCC(CC1)N)=O)(C)C